Cl.Cl.N1(CCNCC1)C=1C=C(C(=O)O)C=CC1 3-(piperazin-1-yl)benzoic acid bishydrochloric acid salt